5,5-dimethyl-1-(3-nitrophenyl)imidazolidine-2,4-dione CC1(C(NC(N1C1=CC(=CC=C1)[N+](=O)[O-])=O)=O)C